N-(4-{[6,7-bis(methyloxy)quinolin-4-yl]oxy}phenyl)-N'-[(4-fluorophenyl)methyl]cyclopropane-1,1-dicarboxamide COC=1C=C2C(=CC=NC2=CC1OC)OC1=CC=C(C=C1)NC(=O)C1(CC1)C(=O)NCC1=CC=C(C=C1)F